2,5-dioxopyrrolidin-1-yl 6-((4R,5S)-5-methyl-2-oxoimidazolidin-4-yl)hexanoate C[C@H]1[C@H](NC(N1)=O)CCCCCC(=O)ON1C(CCC1=O)=O